F[P-](F)(F)(F)(F)F.FC=1C=C(C=CC1C)[S+](C1=CC(=C(C=C1)C)F)C1=CC(=C(C=C1)C)F tris(3-fluoro-4-methylphenyl)sulfonium hexafluorophosphate